(3S)-3-[4-(1,4-oxazepan-4-ylmethyl)phenyl]-2,3-dihydro[1,4]dioxino[2,3-b]pyridine O1CCN(CCC1)CC1=CC=C(C=C1)[C@H]1COC=2C(=NC=CC2)O1